NC1=CC(=C(C=C1)NC(C1=CC=C(C(=O)NC2=CC=C(C=C2)C(NC2=C(C=C(C=C2)N)C(F)(F)F)=O)C=C1)=O)C(F)(F)F N-(4-amino-2-trifluoromethylphenyl)-N'-(4-(4-amino-2-trifluoromethylphenyl)carbamoylphenyl)terephthalamide